C(CCC)[Sn](O[Sn](CCCC)(CCCC)CCCC)(CCCC)CCCC Tributyl(tributylstannyloxy)stannane